iso-amyl butyrate (3-methylbutyl butanoate) CC(CCC(C(=O)O)CC)C.C(CCC)(=O)OCCC(C)C